NC1=NC(=CC(=N1)N1CCC2(C[C@H](NC2)C(=O)OCC)CC1)O[C@@H](C(F)(F)F)C1=C(C=C(C=C1)C(=O)OCC)N1N=C(C=C1)C (S)-ethyl 8-(2-amino-6-((R)-1-(4-(ethoxycarbonyl)-2-(3-methyl-1H-pyrazol-1-yl)phenyl)-2,2,2-trifluoroethoxy)pyrimidin-4-yl)-2,8-diazaspiro[4.5]decane-3-carboxylate